ClC1=CC=C(CNC(=O)C=2N=NSC2NC(=O)NCCN2CCOCC2)C=C1 (4-(4-chlorobenzyl-carbamoyl)-1,2,3-thiadiazol-5-yl)-3-(2-morpholinoethyl)urea